3-(4-(3-((6-Chloroquinolin-4-yl)amino)-5-methoxyphenyl)-1H-pyrazol-1-yl)propanenitrile ClC=1C=C2C(=CC=NC2=CC1)NC=1C=C(C=C(C1)OC)C=1C=NN(C1)CCC#N